NC=1C=C(C=C(C1)C(F)(F)F)[C@@H](C)NC=1C2=C(N=C(N1)C)N(C(C(=C2)C=2CCOCC2)=O)C 4-[[(1R)-1-[3-amino-5-(trifluoromethyl)phenyl]ethyl]amino]-6-(3,6-dihydro-2H-pyran-4-yl)-2,8-dimethyl-pyrido[2,3-d]pyrimidin-7-one